C(C)(C)(C)OC(=O)N1CC(N(C(C1)C)C(NC(C1=CC=CC=C1)=O)=S)C 4-(benzoylthiocarbamoyl)-3,5-dimethylpiperazine-1-carboxylic acid tert-butyl ester